Cl.FC(C=1C=C(C=C(C1)[N+](=O)[O-])[C@@H](C)N)F |r| (R/S)-1-(3-(difluoromethyl)-5-nitrophenyl)ethane-1-amine hydrochloride